[K].[Ag] silver monopotassium